ClCC(C[C@@]1(N(C[C@@H](C1)OC(C1=CC=C(C=C1)[N+](=O)[O-])=O)C(=O)OC(C)(C)C)C(=O)OC)=C 1-(tert-butyl) 2-methyl (2S,4R)-2-(2-(chloromethyl)allyl)-4-((4-nitrobenzoyl)oxy)pyrrolidine-1,2-dicarboxylate